C(C=C)(=O)NC1=CC=C(C=C1)C1=C(C=2C(=NC=C(C2N1C)C#N)N)C1=CC=C(C=C1)NC(=O)C1CC1 N-(4-(2-(4-acrylamidophenyl)-4-amino-7-cyano-1-methyl-1H-pyrrolo[3,2-c]pyridin-3-yl)phenyl)cyclopropanecarboxamide